1,1-bis(hydroxy-ethyl)-cyclohexane OCCC1(CCCCC1)CCO